CC1=NN(C2=NC(=C(C=C21)C2=NC(=CC(=N2)N)N)OCC2=C(C=CC=C2)C)C2=CC=CC=C2 2-(3-methyl-1-phenyl-6-((2-methyl)benzyloxy)-1H-pyrazolo[3,4-b]pyridin-5-yl)pyrimidine-4,6-diamine